FC1=CC(=C(C=C1)[C@@H]([C@H](C)OC([C@@H](NC(=O)OC(C)(C)C)C)=O)C(C)C)C (tert-butoxycarbonyl)-L-alanine (2S,3S)-3-(4-fluoro-2-methylphenyl)-4-methylpent-2-yl ester